CSCC(CSC)N1C(C=2N(C=3N(C(C2C1)=O)N=C(C3)C3CCCCC3)CC(=O)NC3=NC=C(C=C3)F)=O 2-(6-(1,3-bis(methylthio)propan-2-yl)-2-cyclohexyl-5,8-dioxo-5,6,7,8-tetrahydro-4H-pyrazolo[1,5-a]pyrrolo[3,4-d]pyrimidin-4-yl)-N-(5-fluoropyridin-2-yl)acetamide